[N+](=O)([O-])C=1C=C(C=CC1)C1=CC2=CC=CC=C2C=C1 2-(3-Nitrophenyl)naphthalene